N1=C(N=CC2=CC=CC=C12)NC1CCC(CC1)N(C(C)=O)C1=CC=C(C=C1)C=1C=CC(=NC1)N1CCN(CC1)CC(=O)O 2-(4-(5-(4-(N-((1r,4r)-4-(quinazolin-2-ylamino)cyclohexyl)acetamido)phenyl)pyridin-2-yl)piperazin-1-yl)acetic acid